COC=1C=C2C(C=C(NC2=CC1)C1=CC=CC2=CC=CC=C12)=O 6-methoxy-2-(1-naphthyl)quinolin-4(1H)-one